cis-tert-butyl ((1s,4s)-4-acetamidocyclohexyl)carbamate C(C)(=O)N[C@H]1CC[C@H](CC1)NC(OC(C)(C)C)=O